2-hydroxy-3,4-dioxolan OC1CCOO1